(2S)-2-[4,5-dichloro-2-(4-ethoxy-4,5-dihydroisoxazol-3-yl)phenoxy]propionic acid methyl ester COC([C@H](C)OC1=C(C=C(C(=C1)Cl)Cl)C1=NOCC1OCC)=O